ClN1CC2(C3=NC=CC=C31)CC2 chloro-1',2'-dihydrospiro[cyclopropane-1,3'-pyrrolo[3,2-b]pyridine]